CN1CC(CCC1)CC(=O)N1CCNCC1 (1-methylpiperidin-3-yl)(piperazin-1-yl)ethanone